COCC1=CC(=C(C=C1)OC)OC The molecule is a dimethoxybenzene that is the methyl ether derivative of veratryl alcohol. It derives from a (3,4-dimethoxyphenyl)methanol.